C(CC)C(=O)CCC din-propyl ketone